2-hexadecyloxy-Nε-2-hexyldecyloxycarbonyl-L-lysine C(CCCCCCCCCCCCCCC)OC(COC(=O)N[C@@H](CCCCNC(C)CCCC)C(=O)O)CCCCCCCC